The molecule is a phosphatidylethanolamine 35:3 zwitterion in which the acyl groups at positions 1 and 2 are specified as 10Z-heptadecenoyl and linoleoyl respectively. It is a 1-acyl-2-linoleoyl-sn-glycero-3-phosphoethanolamine zwitterion and a phosphatidylethanolamine 35:3 zwitterion. CCCCCC/C=C\\CCCCCCCCC(=O)OC[C@H](COP(=O)([O-])OCC[NH3+])OC(=O)CCCCCCC/C=C\\C/C=C\\CCCCC